NC1=NC=2C=C(C(=CC2C2=C1[C@H](OC2)C)C(=O)N2CC1(CC1)CN2C2=CC1=C(N=C(S1)C)C=C2)F (R)-(4-amino-7-fluoro-3-methyl-1,3-dihydrofuro[3,4-c]quinolin-8-yl)(6-(2-methylbenzo[d]thiazol-6-yl)-5,6-diazaspiro[2.4]heptane-5-yl)methanone